[C@H]12CN(C[C@H](CC1)N2)C=2C1=C(N=C(N2)OCC2(CC2)CN2CCCC2)C(=C(N=C1)C=1C=C(C=C(C1C1CC1)Cl)O)F 3-(4-((1R,5S)-3,8-diazabicyclo[3.2.1]octan-3-yl)-8-fluoro-2-((1-(pyrrolidin-1-ylmethyl)cyclopropyl)methoxy)pyrido[4,3-d]pyrimidin-7-yl)-5-chloro-4-cyclopropylphenol